C1OCC12CN(C2)C2=NC=CC(=N2)C2=NC=C(C(=C2)N2C(C(=C(C=C2C)OCC2=NC=C(C=C2F)F)Cl)=O)C 2'-(2-(2-oxa-6-azaspiro[3.3]hept-6-yl)pyrimidin-4-yl)-3-chloro-4-((3,5-difluoropyridin-2-yl)methoxy)-5',6-dimethyl-2H-[1,4'-bipyridin]-2-one